COC(=O)OC(=O)OC methoxyformic acid anhydride